2-(2-hydroxy-5-heptylphenyl)benzotriazole OC1=C(C=C(C=C1)CCCCCCC)N1N=C2C(=N1)C=CC=C2